ClC=1C=C(C(=O)N2CC=3C(=NN4C3C(NCCC4)=O)CC2)C=CC1Cl 2-(3,4-dichlorobenzoyl)-1,2,3,4,7,8,9,10-octahydro-11H-pyrido[4',3':3,4]pyrazolo[1,5-a][1,4]diazepin-11-one